COC=1C=C2N=C3SC(=CN3C2=CC1)C=O 10-Methoxy-5-thia-2,7-diazatricyclo[6.4.0.02,6]dodeca-1(12),3,6,8,10-pentaene-4-carbaldehyde